C(C)(=O)NC1=CC=C(C=C1)[C@@H]1N(C[C@H](CC1)C)C(C(=O)NC=1C=NC=C(C(=O)N)C1)=O 5-(2-((2R,5S)-2-(4-acetamidophenyl)-5-methylpiperidin-1-yl)-2-oxoacetamido)Nicotinamide